CN1C(C(=CC(=C1)C)[C@H](CNS(=O)(=O)CF)CO[C@@H]1CC[C@@H](CC1)C1=CC(=CC=C1)F)=O |o1:8| (R or S)-N-[2-(1,5-dimethyl-2-oxo-1,2-dihydropyridin-3-yl)-3-{[(CIS)-4-(3-fluorophenyl)cyclohexyl]oxy}propyl]-1-fluoromethane-sulfonamide